2-(2-isopropyl-4-(methoxymethyl)-6-(2-(2-methyl-2-(4-sulfamoyl-1H-pyrazol-1-yl)propoxy)pyridin-4-yl)phenyl)acetic acid C(C)(C)C1=C(C(=CC(=C1)COC)C1=CC(=NC=C1)OCC(C)(N1N=CC(=C1)S(N)(=O)=O)C)CC(=O)O